Cl.OCCCC=1NOC=CC1 hydroxypropyl-oxazine hydrochloride